2-[[1-[5-Chloro-4-[[3-(3-hydroxy-3-methyl-butyl)-1-methyl-2-oxo-benzoimidazol-5-yl]amino]pyrimidin-2-yl]-4,4-difluoro-5-methyl-3-piperidinyl]methyl]isoindoline-1,3-dione ClC=1C(=NC(=NC1)N1CC(C(C(C1)C)(F)F)CN1C(C2=CC=CC=C2C1=O)=O)NC1=CC2=C(N(C(N2CCC(C)(C)O)=O)C)C=C1